FC(C1=CC=C(C=N1)CNC1CCC1)(F)F N-((6-(trifluoromethyl)pyridin-3-yl)methyl)cyclobutanamine